C1(CCCCC1)C=1C(=C(C(=C(C1C(C)C)C1=C(C=CC=C1)P)C(C)C)C1CCCCC1)C(C)C (Dicyclohexyl-(2',4',6'-triisopropyl)-[1,1'-biphenyl]-2-yl)phosphine